CN1CC=CC2=CC=CC=C12 methyl-1H-quinolin